ClC=1C(=CC(=NC1)N1CCOCC1)N 5-chloro-2-morpholinopyridin-4-amine